titanium tetrakislactate C(C(O)C)(=O)[O-].C(C(O)C)(=O)[O-].C(C(O)C)(=O)[O-].C(C(O)C)(=O)[O-].[Ti+4]